N1=CC=C2N1C=CC=N2 PYRAZOLO[1,5-a]PYRIMIDINE